N1CC(C1)NC(=O)C=1C=C(C=C2C=CC=NC12)CC N-(azetidin-3-yl)-6-ethylquinoline-8-carboxamide